NC1=CN=C(C=C1C(=O)OC)C(F)(F)F methyl 5-amino-2-(trifluoromethyl)isonicotinate